ClC=1C=C(OC2CCCCC2)C=CC1C1=NOC=N1 (1r,4r)-4-(3-chloro-4-(1,2,4-oxadiazol-3-yl)phenoxy)cyclohexane